N[C@H](CNC(CCC(=O)NCCN1C(C=CC1=O)=O)=O)CCN(C(CO)=O)[C@H](C(C)(C)C)C=1N(C=C(C1)C1=C(C=CC(=C1)F)F)CC1=CC=CC=C1 N-{(2S)-2-amino-4-[{(1R)-1-[1-benzyl-4-(2,5-difluorophenyl)-1H-pyrrol-2-yl]-2,2-dimethylpropyl}(glycoloyl)amino]butyl}-N'-[2-(2,5-dioxo-2,5-dihydro-1H-pyrrol-1-yl)ethyl]succinamid